C(C)(C)(C)OC(=O)N1COC([C@H]1COCC1=CC=CC=C1)=O.BrC=1C=C(NC1)C(=O)C1=CC(=C(C(=C1)OC)OC)OC (4-bromo-1H-pyrrol-2-yl)(3,4,5-trimethoxyphenyl)methanone tert-butyl-(R)-4-((benzyloxy)methyl)-5-oxooxazolidine-3-carboxylate